4-(((trifluoromethyl)sulfonyl)oxy)cyclohex-3-ene-1-carboxylic acid ethyl ester C(C)OC(=O)C1CC=C(CC1)OS(=O)(=O)C(F)(F)F